C(C)OC(=O)C=1C(=NC(=NC1)Cl)N[C@H](CO)C1=NC=CC=C1 (S)-2-chloro-4-((2-hydroxy-1-(pyridin-2-yl)ethyl)amino)pyrimidine-5-carboxylic acid ethyl ester